2-[2-(aminomethyl)-3,3-difluoro-allyl]-4-[2-(4-piperazin-1-ylphenyl)-4-pyridyl]-1,2,4-triazol-3-one NCC(CN1N=CN(C1=O)C1=CC(=NC=C1)C1=CC=C(C=C1)N1CCNCC1)=C(F)F